FC(C)(F)C=1C=CC(=NC1)C1=CC=C(C=C1)C 5-(1,1-difluoroethyl)-2-(p-tolyl)pyridine